7-(7-(8-ethyl-7-fluoro-3-hydroxynaphthalen-1-yl)-8-fluoro-2-(((2r,7as)-2-fluorohexahydro-1H-pyrrolizin-7a-yl)methoxy)pyrido[4,3-d]pyrimidin-4-yl)-3-oxa-1,7-diazaspiro[4.5]decan-2-one C(C)C=1C(=CC=C2C=C(C=C(C12)C1=C(C=2N=C(N=C(C2C=N1)N1CC2(COC(N2)=O)CCC1)OC[C@]12CCCN2C[C@@H](C1)F)F)O)F